P12[As]3[As]1[As]23 Triarsenic phosphide